C1(CC1)N(C1=CN=CN=N1)[C@@H]1C[C@H]2C[C@H]([C@@H](C1)N2)F 6-{cyclopropyl[(1S,3R,5R,6R)-6-fluoro-8-azabicyclo[3.2.1]octan-3-yl]amino}-1,2,4-triazin